2-AMINO-4-HYDROXYBENZALDEHYDE NC1=C(C=O)C=CC(=C1)O